CC1=NN(C2=CC=C(C=C12)C1=C2CN(C(C2=CC=C1)=O)C(C=C)=O)C(=O)OC(C)(C)C tert-butyl 3-methyl-5-[1-oxo-2-(prop-2-enoyl)-2,3-dihydro-1H-isoindol-4-yl]-1H-indazole-1-carboxylate